FC1=CC=C(C=C1)C(C=C)O (4-fluorophenyl)prop-2-en-1-ol